fluoro-N-(2-(6-((1-methyl-1H-indazol-6-yl)methyl)-2-azaspiro[3.3]heptan-2-yl)ethyl)-[1,2,4]triazolo[4,3-a]pyridin-7-amine FC1=NN=C2N1C=CC(=C2)NCCN2CC1(C2)CC(C1)CC1=CC=C2C=NN(C2=C1)C